BrC1=CN=C(C(=C1C(=O)OC)CBr)Cl methyl 5-bromo-3-(bromomethyl)-2-chloroisonicotinate